FC1=CC=C2CCN(CC2=C1)C(=O)[O-] 7-fluoro-3,4-dihydroisoquinoline-2(1H)-carboxylate